N-(3-((5-(4H-1,2,4-triazol-4-yl)-1H-indazol-7-yl)amino)propyl)-3-((3-chloro-4-(trifluoromethoxy)benzyl)amino)propanamide N=1N=CN(C1)C=1C=C2C=NNC2=C(C1)NCCCNC(CCNCC1=CC(=C(C=C1)OC(F)(F)F)Cl)=O